chloropyridazinone ClC=1C(NN=CC1)=O